2,5,6-trichloro-N-((R)-1-(((S)-oxiran-2-yl)methoxy)propan-2-yl)pyrimidin-4-amine ClC1=NC(=C(C(=N1)N[C@@H](COC[C@H]1OC1)C)Cl)Cl